N-(1,1'-biphenyl-2-yl)-9,9'-spirobi[9H-fluorene]-2-amine C1(=C(C=CC=C1)NC1=CC=2C3(C4=CC=CC=C4C2C=C1)C1=CC=CC=C1C=1C=CC=CC13)C1=CC=CC=C1